C(C)(C)N1C(=NC=2C=NC(=CC21)C2=CNC1=NC(=CC=C12)CO)C (3-(1-isopropyl-2-methyl-1H-imidazo[4,5-c]pyridin-6-yl)-1H-pyrrolo[2,3-b]pyridin-6-yl)methanol